ClC1=CC=C(NCC#C)C=C1 4-chloro-N-(prop-2-yn-1-yl)aniline